Methyl 3-((1,1-Dimethylethylsulfinamido)methyl)-5,6,7,8-tetrahydroindolizine-2-carboxylate CC(C)(S(=O)NCC1=C(C=C2CCCCN12)C(=O)OC)C